tert-butyl 3-iodo-5,6,7,8-tetrahydro-4H-pyrazolo[1,5-a][1,3]diazepine-4-carboxylate IC=1C=NN2C1N(CCCC2)C(=O)OC(C)(C)C